ClC1=C(NC2=C(C=3C(C4=CC=CC=C4C(C3C(=C2Cl)Cl)=O)=O)Cl)C(=CC=C1)Cl 2-(2,6-dichloroanilino)-1,3,4-trichloroanthraquinone